ClC=1C(=NC2=CC(=C(C(=C2C1Cl)F)C=1C=NC(=CC1)P(=O)(C)C)F)C 3,4-dichloro-6-[6-(dimethylphosphoryl)pyridin-3-yl]-5,7-difluoro-2-methylquinoline